C(C)(C)(C)OC(=O)NC=1C=CC(=NC1)C=1N=NN(C1C(=O)OC)C methyl 4-(5-((tert-butoxycarbonyl) amino) pyridin-2-yl)-1-methyl-1H-1,2,3-triazole-5-carboxylate